N-(2,2-difluoropropyl)-5-(3-(2,2-difluoroethyl)-2-methyl-3H-imidazo[4,5-b]pyridin-5-yl)pyrrolo[2,1-f][1,2,4]triazin-2-amine FC(CNC1=NN2C(C=N1)=C(C=C2)C2=CC=C1C(=N2)N(C(=N1)C)CC(F)F)(C)F